benzyl (2-((5-bromo-3-(3-iodophenyl)-3-methyl-4-oxopentyl)oxy)-2-methylpropyl)(methyl)carbamate BrCC(C(CCOC(CN(C(OCC1=CC=CC=C1)=O)C)(C)C)(C)C1=CC(=CC=C1)I)=O